N-[3-(triethoxysilyl)propyl]N-butylamine C(C)O[Si](CCCNCCCC)(OCC)OCC